ClC=1C=CC=C2C(C=C(OC12)C1=C(OCCN2C[C@H](CC2)C(=O)O)C=C(C=C1)C(F)(F)F)=O (3S)-1-[2-[2-(8-chloro-4-oxo-chromen-2-yl)-5-(trifluoromethyl)phenoxy]ethyl]pyrrolidine-3-carboxylic acid